4-amino-N-(benzyloxy)-N-((5-bromopyridin-2-yl)methyl)-1,3-dimethyl-1H-pyrazolo[4,3-c]quinoline-8-carboxamide NC1=NC=2C=CC(=CC2C2=C1C(=NN2C)C)C(=O)N(CC2=NC=C(C=C2)Br)OCC2=CC=CC=C2